C(C)(C)(C)OC=1C=NC(=NC1)C1=CC(=CN1C)C(=O)NC1=CC(=CC(=C1)NS(=O)(=O)C)Cl 5-(5-(tert-butoxy)pyrimidin-2-yl)-N-(3-chloro-5-(methylsulfonamido)phenyl)-1-methyl-1H-pyrrole-3-carboxamide